FC=1C=C(C=C(C1O)F)C(C)(C)C1=CC(=C(C(=C1)F)O)F 2,2-bis(3,5-difluoro-4-hydroxyphenyl)propane